C(C)(C)OC(=O)CCCCCCCCCCCCCCCOC=1C2=CC=CC=C2C(=C2C=CC=CC12)OCCCCCCCCCCCCCCCC(=O)OC(C)C 9,10-bis(isopropoxycarbonylpentadecyloxy)anthracene